ClC1=C(C=CC=C1)C1=CC=2N(C(N(C(C2S1)=O)C1=CN=CC2=CC=CC=C12)=O)CCOC 6-(2-chlorophenyl)-3-(4-isoquinolyl)-1-(2-methoxyethyl)thieno[3,2-d]pyrimidine-2,4-dione